N1=C(N=C2N=CNC2=C1)N purinamine